FC(C1=C(OCCNC(OC(C)(C)C)=O)C=CC=C1)(F)F tert-butyl (2-(2-(trifluoromethyl)phenoxy)ethyl)carbamate